COC1=C(C(=CC=C1)OC)/N=N/C=1C(=NN(C1C)C)C (E)-4-((2,6-Dimethoxyphenyl)diazenyl)-1,3,5-trimethyl-1H-pyrazole